phenyl N-phenylcarbamate imine C1(=CC=CC=C1)NC(OC1=CC=CC=C1)=N